BrC=1C(=C(C=CC1)N1N=C(N=C1C(C([2H])([2H])[2H])=O)C)F 1-(1-(3-bromo-2-fluorophenyl)-3-methyl-1H-1,2,4-triazol-5-yl)ethan-1-one-2,2,2-d3